CN(C)CC(C#CC(SC)=O)C S-methyl 4-(dimethylamino)methylpent-2-ynethioate